S-(2,4-dinitrophenyl)-glutathione [N+](=O)([O-])C1=C(C=CC(=C1)[N+](=O)[O-])SC[C@H](NC(CC[C@H](N)C(=O)O)=O)C(=O)NCC(=O)O